(+)-(7R,8S)-7,8-epoxy-2-methyloctadecane CC(C)CCCC[C@@H]1[C@H](CCCCCCCCCC)O1